6-fluoro-2-(2-pyrimidin-2-ylpyrimidin-5-yl)-3,4-dihydro-1H-isoquinoline FC=1C=C2CCN(CC2=CC1)C=1C=NC(=NC1)C1=NC=CC=N1